OC(C)CCCCCCCCCC 2-hydroxydodecane